(S)-2-(cyclohexanecarboxamido)-3-((R)-1-(3-(5,6,7,8-tetrahydro-1,8-naphthyridin-2-yl)propyl)piperidine-3-carboxamido)propanoic acid hydrochloride Cl.C1(CCCCC1)C(=O)N[C@H](C(=O)O)CNC(=O)[C@H]1CN(CCC1)CCCC1=NC=2NCCCC2C=C1